COC(C(CCC(C(=O)OC)CC#N)(C1=CC=CC=C1)C1=CC=CC=C1)=O 5-(cyanomethyl)-2,2-diphenyladipic acid dimethyl ester